5-[6-(fluoromethyl)-2-(5-fluoro-2-pyridinyl)-6-methyl-5,7-dihydro-4H-pyrazolo[1,5-a]pyridin-3-yl]pyrazolo[1,5-a]pyridine FCC1(CCC=2N(C1)N=C(C2C2=CC=1N(C=C2)N=CC1)C1=NC=C(C=C1)F)C